phenylcyclohexyl-hydroxyacetic acid C1(=CC=CC=C1)C(C(=O)O)(O)C1CCCCC1